1,2-Hexadecylene Glycol C(C(CCCCCCCCCCCCCC)O)O